NCC1CCC(CC1)CN1C(=NC=2C1=C(N=NC2N)\C=C\C(C)C)CCCC 1-(((1R,4R)-4-(aminomethyl)cyclohexyl)methyl)-2-butyl-7-((E)-3-methylbut-1-en-1-yl)-1H-imidazo[4,5-d]pyridazin-4-amine